4-(6-hydroxyhexyloxy)4-[4-(4-hydroxybutyloxy)benzoyl]cinnamic acid tert-butyl ester C(C)(C)(C)OC(C=CC1=CCC(C=C1)(C(C1=CC=C(C=C1)OCCCCO)=O)OCCCCCCO)=O